N[C@@H]1CN(CC1)C1=C(C=C(C2=CN(N=C12)COCC[Si](C)(C)C)Cl)C(C)NC(=O)C=1C(=NN2C1N=CC=C2)NC(OCCCC)=O butyl [3-({[1-(7-[(3S)-3-aminopyrrolidin-1-yl]-4-chloro-2-{[2-(trimethylsilyl)ethoxy]methyl}-2H-indazol-6-yl)ethyl]amino}carbonyl)pyrazolo[1,5-a]pyrimidin-2-yl]carbamate